[Cl-].[K+].[Pb+2].CC1=CC(=NO1)C(=O)NC1=C(C=C(C=C1)C1CC(NC(C1)(C)C)(C)C)C=1CCCCC1.[Cl-].[Cl-] 5-methyl-N-(5-(2,2,6,6-tetramethylpiperidin-4-yl)-2',3',4',5'-tetrahydro-[1,1'-Biphenyl]-2-yl)isoxazole-3-carboxamide lead potassium chloride